CN(C(OC(C)(C)C)=O)CC1=CC(=C(C=C1)B1OC(C(O1)(C)C)(C)C)C tert-Butyl methyl[3-methyl-4-(4,4,5,5-tetramethyl-1,3,2-dioxaborolan-2-yl)benzyl]carbamate